OCCCN1[CH-]OCC1=O N-hydroxypropyl-2-oxazolidone